ethyl 1-benzofuran-5-carboxylate O1C=CC2=C1C=CC(=C2)C(=O)OCC